N1=NC(=NC=C1)C=1C=C(C=CC1C(F)(F)F)NC(=O)N1[C@@H]2C[C@H](C[C@]1(C2)CN2N=NC=C2)C (1S,3R,5R)-N-(3-(1,2,4-triazin-3-yl)-4-(trifluoromethyl)phenyl)-1-((1H-1,2,3-triazol-1-yl)methyl)-3-methyl-6-azabicyclo[3.1.1]heptane-6-carboxamide